C(#N)C=1C(=C(C(=O)O)C=CC1)OC 3-cyano-2-methoxy-benzoic acid